4-(3-(4-(trifluoromethoxy)phenyl)cyclobutoxy)-1H-1,2,3-triazole-5-carboxylic acid FC(OC1=CC=C(C=C1)C1CC(C1)OC=1N=NNC1C(=O)O)(F)F